C(C)(C)(C)OOC(C1=CC=CC=C1)=O.CN1N=CC(=C1C(F)(F)F)B1OC(C(O1)(C)C)(C)C 1-methyl-4-(4,4,5,5-tetramethyl-1,3,2-dioxaborolan-2-yl)-5-(trifluoromethyl)pyrazole Tert-Butyl-peroxybenzoate